N12CCC(CC1)CC2 quinuclidine